OC[C@@H]1N(C[C@@H]([C@H]([C@@H]1O)O)O)CCC1=CC=C(C=C1)OCC1COCC1 (2S,3R,4R,5S)-2-(hydroxymethyl)-1-(4-((tetrahydrofuran-3-yl)methoxy)phenethyl)piperidine-3,4,5-triol